Methyl (E)-3-(4-((4-methoxyquinoline-2-carboxamido)methyl)phenyl)acrylate COC1=CC(=NC2=CC=CC=C12)C(=O)NCC1=CC=C(C=C1)/C=C/C(=O)OC